BrC=1C=C(C=2N(C1)N=CC2NC(C2=CC=CC=C2)=O)OC N-(6-bromo-4-methoxypyrazolo[1,5-a]pyridin-3-yl)benzamide